BrC1=NC2=NC(=NC(=C2N1C1CCC1)N1C[C@](CCC1)(C)O[Si](C)(C)C(C)(C)C)OC[C@H]1N(CCC1)C(=O)OC(C)(C)C tert-Butyl (2S)-2-[({8-bromo-6-[(3R)-3-{[tert-butyl(dimethyl)silyl]oxy}-3-methyl-piperidin-1-yl]-7-cyclobutyl-7H-purin-2-yl}oxy)methyl]pyrrolidine-1-carboxylate